FC1=CC=C(C=C1)C1=C(NN=C1O)NC(=S)NC(OCC)=O ethyl N-{[4-(4-fluorophenyl)-5-hydroxy-2H-pyrazol-3-yl]carbamothioyl}carbamate